tetrahydropyran-3-ol O1CC(CCC1)O